Cl.COC(CC1CN(CCN1)C(=O)OC(C)(C)C)=O tert-butyl 3-(2-methoxy-2-oxoethyl)piperazine-1-carboxylate hydrochloride